[N-](S(=O)(=O)C(F)(F)F)S(=O)(=O)C(F)(F)F.C[N+]1(CCCC1)CCCCCCCC 1-methyl-1-octyl-pyrrolidinium bis(trifluoromethylsulfonyl)imide